ethane-1-thiol C(C)S